N1(CCC1)C(=O)C=1N=C2N(C=C(C=C2)C2=NOC(=N2)C(F)(F)F)C1 azetidin-1-yl(6-(5-(trifluoromethyl)-1,2,4-oxadiazol-3-yl)imidazo[1,2-a]pyridin-2-yl)methanone